Br[SiH]1C[Si](C1)(CC)CC 1-bromo-3,3-diethyl-1,3-disilacyclobutane